BrC1=CC(=CN1S(=O)(=O)C=1C=NC=CC1)C=O 5-bromo-1-(pyridine-3-sulfonyl)-1H-pyrrole-3-carbaldehyde